FC(C=1C=C2CN(CC2=CC1)C(=O)OC(C)(C)C)F Tert-butyl 5-(difluoromethyl)isoindoline-2-carboxylate